7-[[5-(4-methylpiperazin-1-yl)-2-pyridyl]amino]-4-(1-methylpyrrolo[2,3-b]pyridin-3-yl)isoindolin-1-one CN1CCN(CC1)C=1C=CC(=NC1)NC=1C=CC(=C2CNC(C12)=O)C1=CN(C2=NC=CC=C21)C